FC=1C=C(C=CC1)N1N=C(C=C(C1=O)C(=O)NCC[C@@H](C)O)C1=CC=C(C=C1)C(F)(F)F 2-(3-fluorophenyl)-N-[(3R)-3-hydroxybutyl]-3-oxo-6-[4-(trifluoromethyl)phenyl]-2,3-dihydropyridazine-4-carboxamide